C1CCC2=C(C=3CCCC3C=C12)NC(=O)NS(=O)(=O)\C=C\CNC1COC1 (E)-N-((1,2,3,5,6,7-hexahydro-s-indacen-4-yl)carbamoyl)-3-(oxetan-3-ylamino)prop-1-ene-1-sulfonamide